(S)-5-bromo-2-(1-cyclopropylethyl)-7-(dimethylphosphoryl)isoindolin-1-one BrC=1C=C2CN(C(C2=C(C1)P(=O)(C)C)=O)[C@@H](C)C1CC1